COC(=O)C=1C=CC2=C(N(C(=N2)CN2CCC(=CC2)C2=NC(=CC=C2F)OCC=2SC(=CC2F)Cl)C[C@H]2OCC2)C1 (S)-2-((6-((5-chloro-3-fluorothiophen-2-yl)methoxy)-3-fluoro-3',6'-dihydro-[2,4'-bipyridin]-1'(2'H)-yl)methyl)-1-(oxetan-2-ylmethyl)-1H-benzo[d]imidazole-6-carboxylic acid methyl ester